COC(=O)C=1N=CC2=C(N1)C(OC2)(C)C 7,7-dimethyl-5H-furo[3,4-d]pyrimidine-2-carboxylic acid methyl ester